P(=O)(O)(O)OC[C@@H]1[C@H]([C@H]([C@@H](O1)N1C=[N+](C=2C(=O)NC(NC(=O)OC(C)C3=CC4=C(OCO4)C=C3[N+](=O)[O-])=NC12)C)O)O N2-(1-(6-nitrobenzo[d][1,3]dioxol-5-yl)ethyl)oxycarbonyl-7-methylguanosine 5'-monophosphate